N-(4-cyano-2-fluorophenyl)-4-(5-methylthiophen-3-yl)-1H-pyrrole-3-sulfonamide C(#N)C1=CC(=C(C=C1)NS(=O)(=O)C1=CNC=C1C1=CSC(=C1)C)F